7-Chloro-2,3-dihydrofurano[2,3-c]pyridine ClC=1N=CC=C2C1OCC2